2-[6-[[2-oxo-5-(trifluoromethyl)-1-pyridyl]methyl]-2-azaspiro[3.3]heptane-2-carbonyl]-2,5-diazaspiro[3.4]octan-6-one O=C1N(C=C(C=C1)C(F)(F)F)CC1CC2(CN(C2)C(=O)N2CC3(C2)NC(CC3)=O)C1